2-(3-(6-(6-([1,1'-biphenyl]-4-yl)-2-phenylpyrimidin-4-yl)pyridin-3-yl)phenyl)-4,6-diphenyl-1,3,5-triazine C1(=CC=C(C=C1)C1=CC(=NC(=N1)C1=CC=CC=C1)C1=CC=C(C=N1)C=1C=C(C=CC1)C1=NC(=NC(=N1)C1=CC=CC=C1)C1=CC=CC=C1)C1=CC=CC=C1